C(CCC)C1(C(=O)O)CC=CC=C1.C(C1=CC=CC=C1)(=O)OCCCC butyl 1-benzoate (1-butyl benzoate)